NC1=NC=NC=2N(C3=C(C=CC=C3C21)C(=O)O)CC(=O)N2[C@@H]1C[C@@]1(C[C@H]2C(NC2=NC(=CC=C2)Br)=O)C 4-amino-9-(2-((1R,3S,5R)-3-((6-bromopyridin-2-yl)carbamoyl)-5-methyl-2-azabicyclo[3.1.0]hex-2-yl)-2-oxoethyl)-9H-pyrimido[4,5-b]indole-8-carboxylic acid